Benzyl (Z)-2-(3a-methyl-3-oxo-1,3,3a,4,5,6,7,8,9,10,11,12-dodecahydrocyclododeca[c]furan-1-yl)acetate CC12/C(/C(OC1=O)CC(=O)OCC1=CC=CC=C1)=C/CCCCCCCCC2